dihydroxy-1,4-diisopropylbenzene OC=1C(=C(C=CC1C(C)C)C(C)C)O